2,5,6-trimethyl-3,4-pyridinedicarboxylic acid CC1=NC(=C(C(=C1C(=O)O)C(=O)O)C)C